4-chlorobenzenesulfonamide ClC1=CC=C(C=C1)S(=O)(=O)N